ON=C1C(OCC1=NO)=O 3,4-bis(hydroxyimino)dihydrofuran-2(3H)-one